ethylacetylaluminum C(C)[Al]C(C)=O